CC(CC(C)C)N(CCCC)[SiH](OC)OC N-(1,3-dimethylbutyl)-3-methyl-(dimethoxysilyl)-1-propylamine